5-(3-amino-1H-pyrazol-4-yl)-6-fluoro-N-(3-methoxybenzyl)indoline-1-carboxamide NC1=NNC=C1C=1C=C2CCN(C2=CC1F)C(=O)NCC1=CC(=CC=C1)OC